2-cyclobutyl-N-(5-(6-(3-methoxy-4-(4-(1-methylpiperidin-4-yl)piperazine-1-carbonyl)phenyl)pyrazin-2-yl)thiophen-3-yl)acetamide C1(CCC1)CC(=O)NC1=CSC(=C1)C1=NC(=CN=C1)C1=CC(=C(C=C1)C(=O)N1CCN(CC1)C1CCN(CC1)C)OC